ClC=1C(=NC(=NC1)NC1=C(C=C(C=C1)N1C[C@@H]2CNC[C@@H]2C1)OC(F)F)NC=1C=CC=C2CNC(C12)=O 7-((5-chloro-2-((2-(difluoromethoxy)-4-((3aR,6aS)-hexahydropyrrolo[3,4-c]pyrrol-2(1H)-yl)phenyl)amino)pyrimidin-4-yl)amino)isoindolin-1-one